quinoxalin-5-amine N1=CC=NC=2C(=CC=CC12)N